(R)-5-(9-Fluoro-8-(prop-1-yn-1-yl)dibenzo[b,d]thiophen-2-yl)-3-imino-2,2,5-trimethylthiomorpholine 1,1-dioxide FC1=C(C=CC2=C1C1=C(S2)C=CC(=C1)[C@@]1(CS(C(C(N1)=N)(C)C)(=O)=O)C)C#CC